CC1COCCN1[C@H]1N=CC2=C(N1CC1=C(C=CC=C1)C(F)(F)F)N=CC=C2 (S)-2-(3-methylmorpholino)-N-(2-(trifluoromethyl)benzyl)pyrido[2,3-d]pyrimidin